C(C)C1(NN(C(C1COC)(C(=O)O)C)CC(=O)C1=CC(=C(C=C1)Cl)C)C(=O)O.CC=1N=C(SC1C)C1CC=NN1C=O (5-(4,5-dimethylthiazol-2-yl)-4,5-dihydro-1H-pyrazol-1-yl)methanone 3-ethyl-5-methyl-1-[2-(4-chloro-3-methylphenyl)-2-oxoethyl]-4-(methoxymethyl)-1H-pyrazole-3,5-dicarboxylate